rac-N-[(3S,4R)-4-({[(1s,4S)-4-tert-butylcyclohexyl]oxy}methyl)-7-methyl-6-oxo-1,3,4,6-tetrahydro-2H-quinolizin-3-yl]methanesulfonamide C(C)(C)(C)C1CCC(CC1)OC[C@H]1[C@H](CCC2=CC=C(C(N12)=O)C)NS(=O)(=O)C |r|